S(=O)(=O)(C)C=1C=C(C(OC)=CC1)NCC#CC=1C=C(C2=C(N(C=N2)CC(F)(F)F)C1)NC(=O)C1CCN(CC1)C N-{6-[3-(4-mesyl-2-anisidino)-1-propynyl]-1-(2,2,2-trifluoroethyl)-1H-benzo[d]imidazol-4-yl}-1-methylpiperidine-4-carboxamide